C[Si](C)(C)C(C(=O)N)[Si](C)(C)C bis-trimethylsilyl-acetamide